ClC1=C(C=C(C=C1)F)C1C=2N(CC(N1)=O)C(=NC2NC(=O)C2=NSC1=C2C=CC=C1)C1=NC(=CC=C1)O N-(8-(2-chloro-5-fluorophenyl)-3-(6-hydroxypyridin-2-yl)-6-oxo-5,6,7,8-tetrahydroimidazo[1,5-a]pyrazin-1-yl)benzo[d]isothiazole-3-carboxamide